(R)-8-methyl-3-(3-methyl-1,2,4-thiadiazol-5-yl)-5,6-Dihydroimidazo[1,5-a]pyrazine-7(8H)-carboxylate C[C@@H]1C=2N(CCN1C(=O)[O-])C(=NC2)C2=NC(=NS2)C